1-{[(2S,4S)-4-ethyl-5-oxopyrrolidin-2-yl]methoxy}-7-(propan-2-yloxy)isoquinoline-6-carboxamide C(C)[C@H]1C[C@H](NC1=O)COC1=NC=CC2=CC(=C(C=C12)OC(C)C)C(=O)N